CC1=NC=NC2=C(C=C(C=C12)C=1C=CC(=NC1)OC)OCCCN(C=1N=CC(CN1)=NO)C 4-methyl-6-(2-methoxy-5-pyridyl)-8-(N-methyl-N-(5-hydroximino-2-pyrimidinyl)-3-aminopropoxy)quinazoline